(R)-N-(4-(2-(dimethylamino)ethoxy)-2-methoxyphenyl)-6-(3-phenylisoxazolidin-2-yl)pyrimidine-4-amine CN(CCOC1=CC(=C(C=C1)NC1=NC=NC(=C1)N1OCC[C@@H]1C1=CC=CC=C1)OC)C